C(C)OC(=O)C1=CC=NN1CCC(C1=CC=CC=C1)Cl (3-chloro-3-phenylpropyl)-1H-pyrazole-5-carboxylic acid ethyl ester